(S)-7-(5-amino-5,7-dihydro-spiro[cyclopenta[c]pyridin-6,4'-piperidin]-1'-yl)-3-(2,3-dichlorophenyl)pteridine-2,4(1H,3H)-dione N[C@@H]1C2=C(C=NC=C2)CC12CCN(CC2)C2=CN=C1C(N(C(NC1=N2)=O)C2=C(C(=CC=C2)Cl)Cl)=O